2-(3-chloro-4-fluorophenyl)-4,6-diphenyl-1,3,5-triazine ClC=1C=C(C=CC1F)C1=NC(=NC(=N1)C1=CC=CC=C1)C1=CC=CC=C1